(4-(10H-phenoxazin-10-yl)phenyl)boronic acid C1=CC=CC=2OC3=CC=CC=C3N(C12)C1=CC=C(C=C1)B(O)O